(2R,3S)-3-((4-chloro-2-(6-chloro-3-methoxyquinolin-8-yl)-5-fluorobenzo[d]thiazol-6-yl)oxy)butan-2-yl (2-((R)-2-hydroxypropoxy)pyrimidin-5-yl)carbamate O[C@@H](COC1=NC=C(C=N1)NC(O[C@H](C)[C@H](C)OC1=CC2=C(N=C(S2)C=2C=C(C=C3C=C(C=NC23)OC)Cl)C(=C1F)Cl)=O)C